1H-[1,2,4]triazolo[3,4-b]purine N1C=2N3C(N=CC2N=C1)=NN=C3